C(=O)C1CCN(CC1)C(=O)OC(C)(C)C tert.-Butyl 4-formylpiperidine-1-carboxylate